FC=1C(=NC(=NC1)C12CCC(CC2C1)OC[C@@H]1N([C@@H](C[C@@H]1NS(=O)(=O)CF)C)C(=O)OC)OC methyl (2R,3S,5R)-2-(((6-(5-fluoro-4-methoxypyrimidin-2-yl)bicyclo[4.1.0]heptan-3-yl)oxy)methyl)-3-((fluoromethyl)sulfonamido)-5-methylpyrrolidine-1-carboxylate